[C@@H]12OC[C@@H](N(C1)CCOCCN1C3=C(OC4=C1N=CC(=C4)C=4C=C1C=NNC1=CC4)C=C(C(=C3)C)C=3C=C4C=NNC4=CC3)C2 10-(2-(2-((1S,4S)-2-oxa-5-azabicyclo[2.2.1]heptan-5-yl)ethoxy)ethyl)-3,7-di(1H-indazol-5-yl)-8-methyl-10H-benzo[b]pyrido[2,3-e][1,4]oxazine